COC1=CC(=C(C(=C1)O)Cl)O 4-methoxy-2,6-dihydroxychlorobenzene